(benzyloxy)-6-bromo-5-fluoro-3,4-dihydroisoquinoline-2(1H)-carboxylic acid tert-butyl ester C(C)(C)(C)OC(=O)N1C(C2=CC=C(C(=C2CC1)F)Br)OCC1=CC=CC=C1